methyl-2-(3-chloropropyl)-3-(difluoromethylene)pyrrolidin CN1C(C(CC1)=C(F)F)CCCCl